(2S,4R)-1-acetyl-N-((S)-1-(5-(((S)-1,1-dimethyl-2,3-dihydro-1H-inden-2-yl)amino)pyridin-2-yl)-2,2,2-trifluoroethyl)-4-hydroxy-N-methylpyrrolidine-2-carboxamide C(C)(=O)N1[C@@H](C[C@H](C1)O)C(=O)N(C)[C@H](C(F)(F)F)C1=NC=C(C=C1)N[C@@H]1C(C2=CC=CC=C2C1)(C)C